(R)-2-amino-2-methylhexan-1-ol p-toluenesulfonate salt CC1=CC=C(C=C1)S(=O)(=O)O.N[C@@](CO)(CCCC)C